N1CCC(CCC1)NC=1C=CC=2N(N1)C(=CN2)C=2C=CC1=C(C=C(O1)C(=O)O)C2 5-(6-(azepan-4-ylamino)imidazo[1,2-b]pyridazin-3-yl)benzofuran-2-carboxylic acid